C(C)C=1N=C(C2=C(N1)SC(=C2)C)NCCC2=CC=NC=C2 2-ethyl-6-methyl-N-(2-(pyridin-4-yl)ethyl)thieno[2,3-d]pyrimidin-4-amine